OC(C)(C)C1=NC2=C(N1C)C=C(C=C2)C2=NC=1C=NC(=NC1N(C2=O)C2=CC=C(C=C2)OC)NCC(F)(F)F 6-(2-(2-hydroxypropan-2-yl)-1-methyl-1H-benzo[d]imidazol-6-yl)-8-(4-methoxyphenyl)-2-((2,2,2-trifluoroethyl)amino)pteridin-7(8H)-one